C1=CC=CC=2C3=CC=CC=C3C(C12)CC(=O)NCCCCCCCCCCNC(C1=CC(=CC=C1)S(NC=1C=CC=C2C(=CNC12)Cl)(=O)=O)=O N-(10-(2-(9H-fluoren-9-yl)acetamido)decyl)-3-(N-(3-chloro-1H-indol-7-yl)sulfamoyl)benzamide